1-(oxacyclohex-2-yl)-1H-pyrazole-4-carbaldehyde O1C(CCCC1)N1N=CC(=C1)C=O